1-(2-phenylpropyl)-1H-imidazole-2-carboxylic acid C1(=CC=CC=C1)C(CN1C(=NC=C1)C(=O)O)C